C(CCC)OC(C1CCN(CC1)C=1N=NC(=CC1)C1CNCCC1)OCCCC 3-[4-(Dibutoxymethyl)piperidin-1-yl]-6-(piperidin-3-yl)pyridazine